O(C(=S)[S-])CC(C)(C)C.[K+] potassium neopentyl xanthate